5-[(4-chlorophenyl)methyl]-8-methylsulfanyl-3-morpholino-pyrimido[5,4-c]pyridazin-6-one ClC1=CC=C(C=C1)CN1C(N=C(C=2N=NC(=CC21)N2CCOCC2)SC)=O